C(C1=CC=CC=C1)[C@@](C(=O)OC[C@@H]1CC[C@@H](O1)N1C(=O)N=C(N)C(=C1)F)(CC1=CC=C(C=C1)O)NC(=O)OC(C)(C)C 2',3'-dideoxy-5-fluorocytidine (S)-benzyl-2-((tert-butoxycarbonyl)amino)-3-(4-hydroxyphenyl)propanoate